C(C)(=O)OC[C@H]1O[C@H]([C@@H]([C@H]([C@H]1OC(C)=O)OC(C)=O)NC(C)=O)OCCCCC(NCCC[C@@H]1O[C@@H]([C@H]([C@H]1OC)O)CO)=O [(2R,3R,4R,5R,6R)-3,4-bis(acetyloxy)-5-acetamido-6-[4-({3-[(2S,3R,4R,5R)-4-hydroxy-5-(hydroxymethyl)-3-methoxyoxolan-2-yl]propyl}carbamoyl)-butoxy]oxan-2-yl]methyl acetate